C(C)OC(CCC(=O)C1=NC(=CC=C1O)C1=CC=C(C=C1)C(F)(F)F)=O 4-[3-Hydroxy-6-(4-trifluoromethyl-phenyl)-pyridin-2-yl]-4-oxo-butyric acid ethyl ester